butoxy-2-methyl-[1,1'-biphenyl] C(CCC)OC=1C(=C(C=CC1)C1=CC=CC=C1)C